1-(5-fluoro-2-methyl-1H-indol-3-yl)propan-2-amine FC=1C=C2C(=C(NC2=CC1)C)CC(C)N